FC=1C=C2C(=CC(NC2=CC1)=O)C 6-fluoro-4-methylquinolin-2(1H)-one